CC(CCC(=O)O)(C)C 3,3-dimethyl-butanecarboxylic acid